(S)-6-(4-chlorophenyl)-N-(6,7-dihydro-5H-cyclopenta[b]pyridin-5-yl)-2-(1-methyl-1H-pyrazol-4-yl)-3-oxo-2,3-dihydropyridazine-4-carboxamide hydrochloride Cl.ClC1=CC=C(C=C1)C=1C=C(C(N(N1)C=1C=NN(C1)C)=O)C(=O)N[C@H]1CCC2=NC=CC=C21